4-bromo-N-(tert-butyl)-2,3-dihydrobenzofuran-7-carboxamide BrC1=CC=C(C2=C1CCO2)C(=O)NC(C)(C)C